(S)-2-(2-(4-(4-chlorophenyl)-2,3,9-trimethyl-6H-thieno[3,2-f][1,2,4]triazolo[4,3-a][1,4]diazepin-6-yl)acetamido)acetic acid ClC1=CC=C(C=C1)C1=N[C@H](C=2N(C3=C1C(=C(S3)C)C)C(=NN2)C)CC(=O)NCC(=O)O